2-m-tolyl-4,5-dihydroxymethylimidazole C1(=CC(=CC=C1)C=1NC(=C(N1)CO)CO)C